FC1=CC=C(C=C1)CCS(=O)(=O)NC=1C(=NOC1C1=CC=C(C(=N1)C)NC(=O)C1C(CCCC1)C(=O)O)C 2-((6-(4-((2-(4-fluorophenyl)ethyl)sulfonamido)-3-methylisoxazol-5-yl)-2-methylpyridin-3-yl)carbamoyl)cyclohexane-1-carboxylic acid